prop-2-en-1-yl 3-(5-[(5-chlorothiophen-2-yl)methyl]amino-1-(1,3-thiazole-4-carbonyl)-1H-pyrazol-3-yl)azetidine-1-carboxylate ClC1=CC=C(S1)CNC1=CC(=NN1C(=O)C=1N=CSC1)C1CN(C1)C(=O)OCC=C